(1-(6-(4-cyano-3-fluorophenyl)-4-hydroxy-5-(3-hydroxy-4-methoxyphenyl)pyridin-2-yl) Piperidin-4-yl)carbamate C(#N)C1=C(C=C(C=C1)C1=C(C(=CC(=N1)N1CCC(CC1)NC([O-])=O)O)C1=CC(=C(C=C1)OC)O)F